N-(4-(4-amino-5-(3-fluoro-4-((5-methylpyrimidin-2-yl)oxy)phenyl)pyrazolo[5,1-f][1,2,4]triazin-6-yl)phenyl)acrylamide NC1=NC=NN2C1=C(C(=N2)C2=CC=C(C=C2)NC(C=C)=O)C2=CC(=C(C=C2)OC2=NC=C(C=N2)C)F